2-((3-((4-chloro-1-methyl-1H-pyrazol-5-yl)methyl)-4-fluoro-1-oxoisoindolin-2-yl)methyl)-5-oxa-7-azaspiro[3.4]octan-6-one ClC=1C=NN(C1CC1N(C(C2=CC=CC(=C12)F)=O)CC1CC2(C1)OC(NC2)=O)C